N~2~-{[(3-ethylphenyl)amino]carbonyl}-N-(1,2,3,4-tetrahydronaphthalen-1-yl)glycinamide C(C)C=1C=C(C=CC1)NC(=O)NCC(=O)NC1CCCC2=CC=CC=C12